6-(1-methyl-6-oxo-1,6-dihydropyridin-3-yl)-5-(1,3-Oxazol-2-yl)pyrazine-2-carboxylic acid CN1C=C(C=CC1=O)C1=C(N=CC(=N1)C(=O)O)C=1OC=CN1